NCCCN1CCN(CC1)C1=C(C=C(C=C1)NC1C(NC(CC1)=O)=O)F 3-((4-(4-(3-Aminopropyl)piperazin-1-yl)-3-fluorophenyl)amino)piperidine-2,6-dione